[C-]#N.C(C)[NH+]1C(CCCC1)CCC 1-Ethyl-2-propylpiperidinium cyanide